(S)-N-(5-((1-methylpiperidin-3-yl)oxy)-7-(3-morpholinoprop-1-yn-1-yl)quinazolin-4-yl)benzo[d]thiazol-6-amine CN1C[C@H](CCC1)OC1=C2C(=NC=NC2=CC(=C1)C#CCN1CCOCC1)NC1=CC2=C(N=CS2)C=C1